COCCN1C(NC2(C1)CCN(CC2)C=2N=C(C(=NC2)C#N)C=2C=NN(C2)C)=O 3-(2-Methoxyethyl)-2-oxo-1,3,8-triazaspiro[4.5]decan-8-yl-3-(1-methyl-1H-pyrazol-4-yl)pyrazine-2-carbonitrile